6-(3-bromo-4-methoxyphenyl)-6,8,9,10-tetrahydrobenzo[c]phenanthridin-7(5H)-one BrC=1C=C(C=CC1OC)C1NC=2C3=C(C=CC2C=2CCCC(C12)=O)C=CC=C3